ClC=1C=C2C(=CC1Cl)NC([C@]21CN(CC1)C(=O)C=1N=NNC1)=O (S)-5,6-dichloro-1'-(1H-1,2,3-triazole-4-carbonyl)spiro[indoline-3,3'-pyrrolidin]-2-one